C1(CC1)C=1C=CC2=C(N(C=N2)C)C1CNC(C1=CN=C(C(=C1)F)OC)=O N-((6-cyclopropyl-1-methyl-1H-benzimidazol-7-yl)methyl)-5-fluoro-6-methoxynicotinamide